2-methylcyclopentyltrimethoxysilane CC1C(CCC1)[Si](OC)(OC)OC